CC1C(CC(CC1C)C)O 2,3,5-trimethylcyclohexanol